N[C@@H]1[C@@H](OCC12CCN(CC2)C=2C(=NC(=C(N2)C)SC2=C(C(=CC=C2)Cl)Cl)CO)C 3-[(3S,4S)-4-amino-3-methyl-2-oxa-8-azaspiro[4.5]dec-8-yl]-6-[(2,3-dichlorophenyl)thio]-5-methyl-2-pyrazinmethanol